3-(8-((4-morpholinylphenyl)amino)-[1,2,4]triazolo[1,5-a]pyrazin-6-yl)benzamide N1(CCOCC1)C1=CC=C(C=C1)NC=1C=2N(C=C(N1)C=1C=C(C(=O)N)C=CC1)N=CN2